hydroxypiperidine-amine OC1N(CCCC1)N